ClC1=C(C=C(C=C1)NC1=NC=2N(C(=C1)NC1CC1)N=CC2C#N)CS(=O)(=O)C 5-((4-Chloro-3-((methylsulfonyl)methyl)phenyl)amino)-7-(cyclopropylamino)pyrazolo[1,5-a]pyrimidin-3-carbonitril